5-(3,4-dichloro-phenyl)-N-((1R,2R)-2-hydroxy-cyclohexyl)-6-(2,2,2-trifluoro-ethoxy)-nicotinamide ClC=1C=C(C=CC1Cl)C=1C(=NC=C(C(=O)N[C@H]2[C@@H](CCCC2)O)C1)OCC(F)(F)F